C(C)(C)(C)OC(=O)N1CCC(CC1)C=1C=C2CCCN(C2=CC1C(F)F)C=1N=C(C=C2C=CC=NC12)C(=O)O 8-[6-(1-tert-Butoxycarbonylpiperidin-4-yl)-7-difluoromethyl-3,4-dihydro-2H-quinolin-1-yl]-[1,7]Naphthyridine-6-Carboxylic acid